C(CCCC(=O)OC1=C2C(=CNC2=CC=C1)C([2H])([2H])[C@@H]1N(CCC1)C([2H])([2H])[2H])(=O)OC1=C2C(=CNC2=CC=C1)C([2H])([2H])[C@@H]1N(CCC1)C([2H])([2H])[2H] Bis(3-(((R)-1-(methyl-d3)pyrrolidin-2-yl)methyl-d2)-1H-indol-4-yl) glutarate